bis-[3-(m-tolylsulfonyloxy)phenyl]urea C1(=CC(=CC=C1)S(=O)(=O)OC=1C=C(C=CC1)NC(NC1=CC(=CC=C1)OS(=O)(=O)C=1C=C(C=CC1)C)=O)C